2-(cyclopropanesulfonamido)benzoic acid C1(CC1)S(=O)(=O)NC1=C(C(=O)O)C=CC=C1